5-cyclopentadienyl-dimethyl-aluminum C1=CC=CC1[Al](C)C